C1(=CC=CC=C1)C1=CC=C(C=C1)C1=CC=C(C=C1)N1C2=CC=CC=C2C2=C1C=CC=1N(C=3C=CC=CC3C21)C2=CC(=CC=C2)C2=CC=CC1=C2SC2=C1C=CC=C2 5-(4'-phenyl-1,1'-biphenyl-4-yl)-8-(3-(dibenzothiophene-4-yl)phenyl)-5H,8H-indolo[2,3-c]carbazole